C(C)(C)OC(CCNC(CCCCCCCCCCC)=O)=O N-lauroyl-beta-alanine isopropyl ester